C(C)(=O)N[C@H]1CCC2=C(C3=CC=C(C(C=C13)=O)C(NC)=O)C(=C(C(=C2)OC)OC)OC(C)=O acetic acid {(S)-7-acetamido-2,3-dimethoxy-10-methylcarbamoyl-9-oxo-5,6,7,9-tetrahydrobenzo[a]heptalen-1-yl}ester